3-propionylbicyclo[1.1.1]Pentane-1-carboxylic acid methyl ester COC(=O)C12CC(C1)(C2)C(CC)=O